benzyl (8S,11S)-13-(3-methoxypropyl)-12-oxo-7-oxa-10,13,18,19,24-pentazapentacyclo[15.6.1.12,6.18,11.020,24]hexacosa-1(23),2(26),3,5,17,19,21-heptaene-10-carboxylate COCCCN1C([C@H]2N(C[C@@H](OC3=CC=CC(C4=CC=CC5=NN=C(CCC1)N45)=C3)C2)C(=O)OCC2=CC=CC=C2)=O